(3S,4R)-4-((5-fluoro-4-(8-fluoro-4-(2-hydroxypropan-2-yl)quinolin-6-yl)pyrimidin-2-yl)amino)tetrahydro-2H-pyran-3-ol FC=1C(=NC(=NC1)N[C@H]1[C@@H](COCC1)O)C=1C=C2C(=CC=NC2=C(C1)F)C(C)(C)O